(S)-1-(6-(6-(1-aminobutyl)pyridin-2-yl)-1-(6-(hydroxymethyl)pyridin-2-yl)-1H-indazol-4-yl)piperidin N[C@@H](CCC)C1=CC=CC(=N1)C1=CC(=C2C=NN(C2=C1)C1=NC(=CC=C1)CO)N1CCCCC1